(R)-2-fluoro-N-(8-methylisoquinolin-1-yl)-N-(piperidin-3-yl)-4-(2H-1,2,3-triazol-2-yl)benzamide FC1=C(C(=O)N([C@H]2CNCCC2)C2=NC=CC3=CC=CC(=C23)C)C=CC(=C1)N1N=CC=N1